pyrazol-5-yl-benzamide N1N=CC=C1C1=C(C(=O)N)C=CC=C1